C(#N)C1=C(C=CC(=C1)F)SC=1C=2N(C=C(C1)C=1C=NN(C1C)[C@H]1C[C@H](CCC1)O)N=CC2C#N 4-((2-cyano-4-fluorophenyl)thio)-6-(1-((1R,3S)-3-hydroxycyclohexyl)-5-methyl-1H-pyrazol-4-yl)pyrazolo[1,5-a]pyridine-3-carbonitrile